tetramethylurea tetrafluorophosphate P(=O)(O)(O)F.P(=O)(O)(O)F.P(=O)(O)(O)F.P(=O)(O)(O)F.CN(C(N(C)C)=O)C